4-[(3R)-3-methylmorpholin-4-yl]-6-[4-(tetrahydrofuran-2-carbonyl)-2-(trifluoromethyl)piperazin-1-yl]-1H-pyridin-2-one C[C@H]1N(CCOC1)C1=CC(NC(=C1)N1C(CN(CC1)C(=O)C1OCCC1)C(F)(F)F)=O